5-(chloromethyl)-1-(difluoromethyl)triazole ClCC1=CN=NN1C(F)F